N-phenylcarbamic acid (hexylphenyl) ester C(CCCCC)C1=C(C=CC=C1)OC(NC1=CC=CC=C1)=O